Acetyl-Ethyleneimine C(C)(C=C)=N